C(#N)C=1C=NN2C1C(=CC(=C2)OCC)C=2C=NC(=CC2)F 3-Cyano-6-ethoxy-4-(6-fluoro-pyridin-3-yl)pyrazolo[1,5-a]pyridine